C1(=CC=C2C=CC3=C(C=CC4=CC=C1C2=C34)C3=NC=4N(C(N(C(C4N3C)=O)CCCCCCCC)=O)C)C3=NC=4N(C(N(C(C4N3C)=O)CCCCCCCC)=O)C 8,8'-(pyrene-1,6-diyl)bis(3,7-dimethyl-1-octyl-3,7-dihydro-1H-purine-2,6-dione)